2-(2-chlorobenzyl)-N-[2-(dimethylamino)ethyl]-8-methyl-4,5-dihydro-2H-furo[2,3-g]indazole-7-carboxamide ClC1=C(CN2N=C3C4=C(CCC3=C2)OC(=C4C)C(=O)NCCN(C)C)C=CC=C1